S1C=C(C=C1)C1=CSC=C1 3,3'-bithiophene